(cis)-3-methyl-6-azabicyclo[3.1.1]heptane hydrochloride Cl.CC1CC2NC(C1)C2